3-(methoxymethyl)-5-amino-1,2,4-thiadiazole COCC1=NSC(=N1)N